C(C)(C)(C)C=1C=C(CCC(=O)OCCCCCCCCCCCCCCCCCC)C=C(C1O)C(C)(C)C octadecyl 3,5-di-(tert-butyl)-4-hydroxyhydrocinnamate